N-(2-methoxy-6-nitrophenyl)prop-2-enamide COC1=C(C(=CC=C1)[N+](=O)[O-])NC(C=C)=O